COC(=O)C1N=CSC1 4,5-dihydrothiazole-4-carboxylic acid methyl ester